N-[1-benzyl-3-carboxymethyl-4-piperidinyl]-N,N'-bis(2-pyridinylmethyl)-1,3-benzenedimethanamine C(C1=CC=CC=C1)N1CC(C(CC1)N(CC1=CC(=CC=C1)CNCC1=NC=CC=C1)CC1=NC=CC=C1)CC(=O)O